dl-N,N-Dimethylformamide CN(C=O)C